BrC1=CC=CC(=N1)NC(=O)[C@H]1N([C@@H]2C[C@@H]2C1)C(CN1N=CC=2C1=NC=NC2NC)=O (1R,3S,5R)-N-(6-bromopyridin-2-yl)-2-(2-(4-(methylamino)-1H-pyrazolo[3,4-d]pyrimidin-1-yl)acetyl)-2-azabicyclo[3.1.0]hexane-3-carboxamide